CN1N=CC(=C1)C1=CC=C2C(=N1)C(=CS2)C2=CC(=NC=C2)CN (4-(5-(1-methyl-1H-pyrazol-4-yl)thieno[3,2-b]-pyridin-3-yl)pyridin-2-yl)methanamine